[N-](S(=O)(=O)C(F)(F)F)S(=O)(=O)C(F)(F)F.C[N+](C)(C)C tetramethylammonium bistrifluoromethanesulfonimide salt